OC1(CCC(CC1)N1CCC2N(CCC21)C(CNC(=O)C=2C=C(C(=O)OC)C=CC2)=O)C2=NC=C(C=C2)C2=NC=CC=N2 methyl 3-{[2-(4-{4-hydroxy-4-[5-(pyrimidin-2-yl)pyridin-2-yl]cyclohexyl}-octahydropyrrolo[3,2-b]pyrrol-1-yl)-2-oxoethyl]carbamoyl}benzoate